FC(C1=NN2C(N=C(C=C2NC[C@@]2(CN(CC2)C(=O)N)C2=CC=CC=C2)C(F)(F)F)=C1)(F)F (S)-3-(((2,5-bis(trifluoromethyl)pyrazolo[1,5-a]pyrimidin-7-yl)amino)methyl)-3-phenylpyrrolidine-1-carboxamide